C=CC1=CC=CC=C1.[W] tungsten styrene